1-(((Butoxycarbonyl)oxy)(phenyl)methyl)-5-(4-(hexyloxy)-1,2,5-thiadiazol-3-yl)-1-methyl-1,2,3,6-tetrahydropyridin-1-ium iodide [I-].C(CCC)OC(=O)OC([N+]1(CCC=C(C1)C1=NSN=C1OCCCCCC)C)C1=CC=CC=C1